5-Amino-4-(3-benzyloxy-2-methyl-phenyl)-1-ethyl-3-(1H-pyrazol-4-yl)pyrrolo[2,3-b]pyridine-6-carbonitrile NC=1C(=C2C(=NC1C#N)N(C=C2C=2C=NNC2)CC)C2=C(C(=CC=C2)OCC2=CC=CC=C2)C